BrC1=CC=C2C=C(N(C2=C1)C(=O)OC(C)(C)C)C1=CC=CC=C1 tert-butyl 6-bromo-2-phenyl-1H-indole-1-carboxylate